ClC1=C(C(=NC2=CC=CC=C12)C(=O)N)NC(=O)C=1N(N=C(C1)C(F)(F)F)C1=NC=CC=C1Cl 4-chloro-3-[[2-(3-chloro-2-pyridyl)-5-(trifluoromethyl)pyrazole-3-carbonyl]amino]quinoline-2-carboxamide